C1(=CC=CC=C1)N(C(C(=C)C)=O)S(=O)(=O)C=1C=NC=CC1 N-phenyl-N-(pyridin-3-ylsulfonyl)methacrylamide